N[C@@H]1[C@@H](OCC12CCN(CC2)C2=CN=C1C(=N2)NN=C1N1C=2C=CC(=NC2[C@H](CC1)C)C(=O)NC)C (8S)-5-{6-[(3S,4S)-4-amino-3-methyl-2-oxa-8-azaspiro[4.5]decan-8-yl]-1H-pyrazolo[3,4-b]pyrazin-3-yl}-N,8-dimethyl-5,6,7,8-tetrahydro-1,5-naphthyridine-2-carboxamide